FC1(C(=C(NN1C)C(F)F)C(=O)Cl)F 5-fluoro-3-(difluoromethyl)-5-fluoro-1-methyl-1H-pyrazole-4-carboxylic acid chloride